ClC(C(=O)C=1C(N(N(C1C)C)C1=CC=CC=C1)=O)C 4-(2-chloropropanoyl)-1,5-dimethyl-2-phenyl-1,2-dihydro-3H-pyrazol-3-one